C1(CC2C(CC1)O2)CC[Si](CC)(CC)OC β-(3,4-epoxycyclohexyl)ethylmethoxydiethylsilane